tert-butyl 4-(4,6-dimethyl-5-[[(1r,3r)-3-(3-chloro-4-cyanophenoxy)-2,2,4,4-tetramethylcyclobutyl] carbamoyl] pyrimidin-2-yl)piperazine-1-carboxylate CC1=NC(=NC(=C1C(NC1C(C(C1(C)C)OC1=CC(=C(C=C1)C#N)Cl)(C)C)=O)C)N1CCN(CC1)C(=O)OC(C)(C)C